COC=1C=C(C=C2C(=NC=NC12)NC(C)C=1OC(=NN1)C)C1=NN(C=C1)C 8-methoxy-N-(1-(5-methyl-1,3,4-oxadiazol-2-yl)ethyl)-6-(1-methyl-1H-pyrazol-3-yl)quinazolin-4-amine